3-(4-(5-methyl-2-((2-morpholinoethyl)amino)pyrimidin-4-yl)-1H-pyrazol-1-yl)propionitrile CC=1C(=NC(=NC1)NCCN1CCOCC1)C=1C=NN(C1)CCC#N